NC1=NC(=CC(=C1)C[C@@H]1[C@H](N(C1=O)C(=O)N[C@H](CC)C1=CC(=CC=C1)Cl)C(=O)N(C)C=1C=NN(C1)C)C (2S,3R)-3-((2-amino-6-methylpyridin-4-yl)methyl)-N2-(1-methyl-1H-pyrazol-4-yl)-N1-((R)-1-(3-chlorophenyl)propyl)-N2-methyl-4-oxoazetidine-1,2-dicarboxamide